5-bromo-3-fluoro-picolinonitrile BrC=1C=C(C(=NC1)C#N)F